N-((2-(2,6-dioxopiperidin-3-yl)-1-oxoisoindolin-5-yl)methyl)-2,2-difluoro-2-(4-fluorophenyl)acetamide O=C1NC(CCC1N1C(C2=CC=C(C=C2C1)CNC(C(C1=CC=C(C=C1)F)(F)F)=O)=O)=O